(4-(4-((4-(3-((2-((1S)-1-((tetrahydro-2H-pyran-2-yl)oxy)ethyl)-1H-imidazol-1-yl)methyl)isoxazol-5-yl)phenyl)ethynyl)benzyl)-4H-1,2,4-triazol-3-yl)methyl methanesulfonate CS(=O)(=O)OCC1=NN=CN1CC1=CC=C(C=C1)C#CC1=CC=C(C=C1)C1=CC(=NO1)CN1C(=NC=C1)[C@H](C)OC1OCCCC1